N-(6-(6-methoxy-imidazo[1,2-a]pyridin-3-yl)pyridin-2-yl)-2-azaspiro[3.3]heptan-6-amine COC=1C=CC=2N(C1)C(=CN2)C2=CC=CC(=N2)NC2CC1(CNC1)C2